CC(=O)N[C@@H]1[C@H]([C@@H]([C@H](O[C@H]1O[C@@H]2[C@H](OC([C@@H]([C@H]2O)NC(=O)C)O)CO)CO)O[C@H]3[C@H]([C@H]([C@@H]([C@H](O3)CO[C@@H]4[C@H]([C@H]([C@@H]([C@H](O4)CO[C@@H]5[C@H]([C@H]([C@@H]([C@H](O5)CO)O)O)O)O)O[C@@H]6[C@H]([C@H]([C@@H]([C@H](O6)CO)O)O)O)O)O)O[C@@H]7[C@H]([C@H]([C@@H]([C@H](O7)CO)O)O)O[C@@H]8[C@H]([C@H]([C@@H]([C@H](O8)COP(=O)(O)O)O)O)O)O)O The molecule is an oligosaccharide phosphate consisting of a linear chain of beta-D-mannose, N-acetyl-beta-D-glucosamine and N-acetyl-D-glucosamine residues all linked (1->4), to the mannose residue of which are also linked (1->3) and (1->6) respectively a 6-O-phosphono-alpha-D-mannosyl-(1->2)-alpha-D-mannosyl disaccharide unit and an alpha-D-mannosyl-(1->3)-[alpha-D-mannosyl-(1->6)]-alpha-D-mannosyl branched trisaccharide unit. It is an oligosaccharide phosphate, a glucosamine oligosaccharide and an amino octasaccharide.